NC(C(=O)O)CC1=CC=C(C=C1)NC(=N)N 2-amino-3-(4-guanidinophenyl)propanoic acid